COC=1C=C(C=C(C1)OC)C#CC1=NC(=NC=C1)NC1CNCC1 3-((4-((3,5-dimethoxyphenyl)ethynyl)pyrimidin-2-yl)amino)pyrrolidin